rac-(3aR,5r,6aS)-2-(2-(6-fluoro-5-hydroxypyridin-2-yl)-2-hydroxyethyl)-5-(3-methoxybenzyl)octahydrocyclopenta[c]pyrrol-5-ol FC1=C(C=CC(=N1)C(CN1C[C@@H]2[C@H](C1)CC(C2)(O)CC2=CC(=CC=C2)OC)O)O |r|